(+)-calcium citrate alloxycitrate C(C=C)OC(C(=O)[O-])C(O)(C(=O)O)CC(=O)[O-].C(CC(O)(C(=O)O)CC(=O)O)(=O)O.[Ca+2]